(1R,2S,5R)-3-menthyl-(2-hydroxyethoxy) acetate C(C)(=O)OOC[C@@H](O)C1C[C@@H](CCC1C(C)C)C